8-(2-Fluorobenzyl)-2-(3-methoxybenzyl)-6-phenylimidazo[1,2-a]pyrazin-3(7H)-on FC1=C(CC2=C3N(C=C(N2)C2=CC=CC=C2)C(C(=N3)CC3=CC(=CC=C3)OC)=O)C=CC=C1